FC1=C(C=C(N)C=C1)N1N=C2N=CC(=CC2=C1)N1CC(C1)C(F)(F)F 4-fluoro-3-(5-(3-(trifluoromethyl)azetidin-1-yl)-2H-pyrazolo[3,4-b]pyridin-2-yl)aniline